C1(=CC=CC2=CC=CC=C12)[C@@H](C)NC(=O)C1=C(C=CC=C1)CCC(=O)OC methyl (R)-3-(2-((1-(naphthalen-1-yl)ethyl)carbamoyl)phenyl)-propanoate